O=C1CC2(C1)CN(C2)CC2=CC=C(CC1=CC(=NC(=N1)N)N[C@H](C)CCC)C=C2 (R)-6-(4-((2-oxo-6-azaspiro[3.3]heptan-6-yl)methyl)benzyl)-2-amino-4-(pentan-2-ylamino)pyrimidine